2-(2,2-Difluoroethoxy)isoindole-1,3-dione FC(CON1C(C2=CC=CC=C2C1=O)=O)F